N-{5-[(6,7-dimethoxy-4-quinolyl)oxy]-2-pyridyl}-2,5-dioxo-1-phenyl-1,2,5,6,7,8-hexahydro-3-quinolinecarboxamide p-toluenesulfonate CC1=CC=C(C=C1)S(=O)(=O)O.COC=1C=C2C(=CC=NC2=CC1OC)OC=1C=CC(=NC1)NC(=O)C=1C(N(C=2CCCC(C2C1)=O)C1=CC=CC=C1)=O